tris[di(p-tolyl)phosphinomethyl]ethane C1(=CC=C(C=C1)P(C1=CC=C(C=C1)C)CC(C)(CP(C1=CC=C(C=C1)C)C1=CC=C(C=C1)C)CP(C1=CC=C(C=C1)C)C1=CC=C(C=C1)C)C